C1(CC1)CN1CC2=C(C=CC(=C2C1=O)NC(=O)C1=C2C(=NC=C1)CCC2)O N-(2-(Cyclopropylmethyl)-7-hydroxy-3-oxoisoindolin-4-yl)-6,7-dihydro-5H-cyclopenta[b]pyridine-4-carboxamide